(S)-2-(2-(2-isopropylphenyl)pyrrolidine-1-yl)-7-azaspiro[3.5]nonane C(C)(C)C1=C(C=CC=C1)[C@H]1N(CCC1)C1CC2(C1)CCNCC2